CC1=CNC2=NC=C(C=C21)C2=CC(=C1CCN(CC1=C2)C(=O)C2CCOCC2)[C@H]2NCCOC2 (R)-(7-(3-methyl-1H-pyrrolo[2,3-b]pyridin-5-yl)-5-(morpholin-3-yl)-3,4-dihydroisoquinoline-2(1H)-yl)(tetrahydro-2H-pyran-4-yl)methanone